(2-chlorophenyl)-3-(2-fluoro-4-methyl-5-(4,4,5,5-tetramethyl-1,3,2-dioxaborolan-2-yl)phenyl)urea ClC1=C(C=CC=C1)NC(=O)NC1=C(C=C(C(=C1)B1OC(C(O1)(C)C)(C)C)C)F